tert-Butyl (3R)-3-[tert-butoxycarbonyl-(3-isopropyl-5-pyrimidin-5-yl-pyrazolo[1,5-a]pyrimidin-7-yl)amino]-1,2,3,4-tetrahydrocarbazole-9-carboxylate C(C)(C)(C)OC(=O)N([C@@H]1CCC=2N(C3=CC=CC=C3C2C1)C(=O)OC(C)(C)C)C1=CC(=NC=2N1N=CC2C(C)C)C=2C=NC=NC2